NC1=NN(C=C1C=1C2=C(N=CN1)NC=C2)C2(CN(C2)S(=O)(=O)C(C)C)CC#N 2-{3-[3-amino-4-(7H-pyrrolo[2,3-d]pyrimidine-4-yl)-1H-pyrazol-1-yl]-1-(isopropyl-sulfonyl)azetidin-3-yl}acetonitrile